O1COC=2C=CC3=C(N=C(S3)N3C(N[C@@H]4[C@H]3C[C@@H](OC4)CO)=O)C21 (3aR,6R,7aR)-1-(2H-[1,3]dioxolo[4,5-e][1,3]benzothiazole-7-yl)-6-(hydroxymethyl)hexahydropyrano[3,4-d]Imidazole-2(3H)-on